COC=1C=C(C=C2CC3=CC(=CC=C3C2)O)C=CC1OC 2-(3,4-dimethoxybenzylidene)-6-hydroxy-2,3-dihydro-1H-indene